N-((1R)-3-Cyano-3-azabicyclo[3.1.0]hexan-1-yl)-5-(2-(phenylthio)phenyl)thiazol-2-carboxamid C(#N)N1C[C@]2(CC2C1)NC(=O)C=1SC(=CN1)C1=C(C=CC=C1)SC1=CC=CC=C1